CC(CN)CC(CCCCN)C 2,4-Dimethyloctamethylendiamin